3-(2-(2-(trifluoromethyl)phenyl)propyl)piperidine-1-carboxylic acid tert-butyl ester C(C)(C)(C)OC(=O)N1CC(CCC1)CC(C)C1=C(C=CC=C1)C(F)(F)F